C(C)(C)C1=NC(=NC=2N1N=CC2)OC2CCN(CC2)C isopropyl-2-((1-methylpiperidin-4-yl)oxy)pyrazolo[1,5-a][1,3,5]triazin